FC1=CC(=C(CC2=CN=C3N2CCN(C3)C(=O)[O-])C=C1)C(F)(F)F 3-(4-Fluoro-2-(trifluoromethyl)benzyl)-5,6-dihydroimidazo[1,2-a]pyrazine-7(8H)-carboxylate